bis((7-(4-(4-(benzo[b]thiophen-4-yl)piperazin-1-yl)butoxy)quinolin-2-yloxy)methyl)glutarate S1C2=C(C=C1)C(=CC=C2)N2CCN(CC2)CCCCOC2=CC=C1C=CC(=NC1=C2)OCOC(CCCC(=O)OCOC2=NC1=CC(=CC=C1C=C2)OCCCCN2CCN(CC2)C2=CC=CC=1SC=CC12)=O